C(C=C)(=O)OCCN1C(NCC1)=O 2-(2-oxo-imidazolidin-1-yl)ethyl acrylate